C(C)OC(=O)C=1C=C(C=2N(N1)C=CC2)COCC2=CC=CC=C2 4-[(benzyloxy)methyl]pyrrolo[1,2-b]pyridazine-2-carboxylic acid ethyl ester